[N+](=O)([O-])C1=C(C=O)C=CC(=C1)O nitro-4-hydroxybenzaldehyde